Methyl 4-((4-(2-(6,7-dimethoxy-3,4-dihydroisoquinolin-2(1H)-yl)ethyl)phenyl)carbamoyl)-3-nitrobenzoate COC=1C=C2CCN(CC2=CC1OC)CCC1=CC=C(C=C1)NC(=O)C1=C(C=C(C(=O)OC)C=C1)[N+](=O)[O-]